C1=C(C=CC2=CC=CC=C12)SCCCCC(C(=O)O)=C 4-(naphthalen-2-ylthio)butylacrylic acid